ClC=1C=C(C=C2C(=NC(=NC12)C1(CCC1)F)N1CCC(CC1)C1=C(C=CC=C1)OC)N(CCO)C 2-((8-chloro-2-(1-fluorocyclobutyl)-4-(4-(2-methoxyphenyl)piperidin-1-yl)quinazolin-6-yl)(methyl)amino)ethanol